2-(3,5-difluorobenzyl)-5-(4-(trifluoromethyl)benzyl)-1,2,3,5-tetrahydro-4H-pyrrolo[3,4-c][1,8]naphthyridin-4-one FC=1C=C(CN2CC=3C(N(C=4N=CC=CC4C3C2)CC2=CC=C(C=C2)C(F)(F)F)=O)C=C(C1)F